tert-butyl 3-cyclopropyl-5-(2-{6-fluoro-7-methylimidazo[1,2-a]pyridin-2-yl} propanamido)-1H-pyrazole-1-carboxylate C1(CC1)C1=NN(C(=C1)NC(C(C)C=1N=C2N(C=C(C(=C2)C)F)C1)=O)C(=O)OC(C)(C)C